O=C1C(CN(C1)C(=O)OC(C)(C)C)C(=O)OCC tert-butyl 3-ethyl 4-oxopyrrolidine-1,3-dicarboxylate